6-(4-(4H-1,2,4-triazol-3-yl)phenyl)-1-(2-morpholino-2-oxoethyl)-1H-imidazo[4,5-b]pyrazin N=1N=C(NC1)C1=CC=C(C=C1)C1=CN=C2C(=N1)N(C=N2)CC(=O)N2CCOCC2